1-((3aR,5r,6aS)-5-((5-([1,2,4]triazolo[1,5-a]pyridin-6-yl)-7H-pyrrolo[2,3-d]pyrimidin-2-yl)amino)hexahydrocyclopenta[c]pyrrol-2(1H)-yl)ethan-1-one N=1C=NN2C1C=CC(=C2)C2=CNC=1N=C(N=CC12)NC1C[C@@H]2[C@@H](CN(C2)C(C)=O)C1